BrC1=CC=C(C=C1)[C@H](CC(=O)O)NC(=O)OC(C)(C)C (3S)-3-(4-bromophenyl)-3-(tert-butoxycarbonylamino)propionic acid